alpha-amino-2,6-naphthalenedicarboxylic acid NC1=C(C=CC2=CC(=CC=C12)C(=O)O)C(=O)O